bis[bis(trimethylsilyl)amide] zinc [Zn+2].C[Si](C)(C)[N-][Si](C)(C)C.C[Si](C)(C)[N-][Si](C)(C)C